NCC#CC1=CC=C(N1)C#CCCCCN 6-(5-(3-aminoprop-1-yn-1-yl)-1H-pyrrol-2-yl)hex-5-yn-1-amine